ClC=1C=C2C(=C3C4C=CC(C3=C(C2=CC1)OC(C(=C)C)=O)C4)OC(=O)OC 6-chloro-9-methacryloyloxy-10-methoxycarbonyloxy-1,4-dihydro-1,4-methanoanthracene